ClC1(PC(PC(P1)(OC1=CC=CC=C1)Cl)(OC1=CC=CC=C1)Cl)OC1=CC=CC=C1 2,4,6-trichloro-2,4,6-tri(phenoxy)-1,3,5-triphosphorine